4-fluoro-N-(1-(5-((4-methylpyridin-3-yl)oxy)-5,6,7,8-tetrahydroquinolin-2-yl)cyclopropyl)benzamide FC1=CC=C(C(=O)NC2(CC2)C2=NC=3CCCC(C3C=C2)OC=2C=NC=CC2C)C=C1